2-[[2-(3,4-dimethoxyphenyl)ethyl]amino]-1-(1H-Indole-3-yl)-2-phenylethanone COC=1C=C(C=CC1OC)CCNC(C(=O)C1=CNC2=CC=CC=C12)C1=CC=CC=C1